ClC1=C(C(=O)NC2=C(C(=C(C=C2)F)NCC2=CC=C(C=C2)[N+](=O)[O-])F)C=C(C=C1)NC(=O)[C@@H]1C([C@H]1C1=CC(=C(C=C1)F)C(F)(F)F)(Cl)Cl 2-Chloro-5-((1R,3R)-2,2-dichloro-3-(4-fluoro-3-(trifluoromethyl)phenyl)cyclopropane-1-carboxamido)-N-(2,4-difluoro-3-((4-nitrobenzyl)amino)phenyl)benzamide